4-(aminomethyl)tetrahydro-2H-pyran-4-ol hydrochloride Cl.NCC1(CCOCC1)O